1-aminoethyl-2-lauryl-imidazoline NC(C)N1C(=NCC1)CCCCCCCCCCCC